C(C)(C)(C)OC(=O)N1CCC(CC1)CCOC1=C(C=C(C=C1)N)C(C)(F)F 4-(2-(4-Amino-2-(1,1-difluoroethyl)phenoxy)ethyl)piperidine-1-carboxylic acid tert-butyl ester